FC(C1=CC=C(OCCC=2C=C3C=CNC3=CC2)C=C1)(F)F 5-(2-(4-(trifluoromethyl)phenoxy)ethyl)-1H-indol